1-PHENYLETHYL ACETATE C(C)(=O)OC(C)C1=CC=CC=C1